N,N'-Bis[(2-hydroxyphenyl)methylene]-1,2-diaminocyclohexane OC1=C(C=CC=C1)C=NC1C(CCCC1)N=CC1=C(C=CC=C1)O